2-Hydroxy-1-[4-(2-hydroxyethoxy)-phenyl]-2-methyl-1-propanone OC(C(=O)C1=CC=C(C=C1)OCCO)(C)C